ClC1=NC=C(C=C1C1=C2C=CN(C(C2=CC(=C1)CN1C(=NC=C1)NC)=O)CC1=CC(=C(C=C1)F)OC)C(C)O 5-(2-chloro-5-(1-hydroxyethyl)pyridin-3-yl)-2-(4-fluoro-3-methoxybenzyl)-7-((2-(methylamino)-1H-imidazol-1-yl)methyl)isoquinolin-1(2H)-one